O=C1N(C(C2=CC=CC=C12)=O)OCCOC=1C=C2C=CN=C(C2=CC1)NC1CCN(CC1)C(=O)O 4-((6-(2-((1,3-dioxoisoindolin-2-yl)oxy)ethoxy)isoquinoline-1-Yl)amino)piperidine-1-carboxylic acid